BrC[C@@H](C)[C@H]1CC[C@H]2[C@@H]3C=CC4=CC(CC[C@]4(C)[C@H]3CC[C@]12C)=O (20S)-20-(1-bromomethyl)-pregn-4,6-dien-3-one